8-[(1-cyclobutyl-4-piperidyl)oxy]-4-[(2R)-3-(3,4-dihydro-1H-isoquinolin-2-yl)-2-hydroxy-propyl]-1-methyl-2,3-dihydro-1,4-benzodiazepin-5-one C1(CCC1)N1CCC(CC1)OC1=CC2=C(C(N(CCN2C)C[C@@H](CN2CC3=CC=CC=C3CC2)O)=O)C=C1